2-(4-methylpiperazin-1-yl)-N-[4-[3-(4-phenyl-1H-imidazol-2-yl)chroman-6-yl]oxy-2-pyridinyl]acetamide CN1CCN(CC1)CC(=O)NC1=NC=CC(=C1)OC=1C=C2CC(COC2=CC1)C=1NC=C(N1)C1=CC=CC=C1